C(C)(=O)C1=CN(C2=CC=C(C=C12)C=1C=NC=CC1)CC(=O)N(C(C)C)CC(=O)NCC1=C(C(=CC=C1)Cl)F 2-(3-acetyl-5-(pyridin-3-yl)-1H-indol-1-yl)-N-(2-((3-chloro-2-fluorobenzyl)amino)-2-oxoethyl)-N-isopropylacetamide